OC[C@@H]1[C@H](C1)C1(C=C(NN1[C@@H](C)C1=CC=CC=C1)C(=O)NC)C(=O)N 5-((1S,2S)-2-(hydroxymethyl)cyclopropyl)-N3-methyl-1-((S)-1-phenylethyl)-1H-pyrazole-3,5-dicarboxamide